CN(C(CNC(=O)C1=C(C=C(CC=2C=C(C3=C(CCO3)C2C)C(=O)N[C@@H]2[C@H](COCC2)O)C=C1)F)=O)C 5-(4-((2-(dimethylamino)-2-oxoethyl)carbamoyl)-3-fluorobenzyl)-N-((3R,4S)-3-hydroxytetrahydro-2H-pyran-4-yl)-4-methyl-2,3-dihydrobenzofuran-7-carboxamide